sorbitol hexastearate C(CCCCCCCCCCCCCCCCC)(=O)OC[C@H](OC(CCCCCCCCCCCCCCCCC)=O)[C@@H](OC(CCCCCCCCCCCCCCCCC)=O)[C@H](OC(CCCCCCCCCCCCCCCCC)=O)[C@H](OC(CCCCCCCCCCCCCCCCC)=O)COC(CCCCCCCCCCCCCCCCC)=O